CN(S(NCC#C)(=O)=O)CC1=CC=C(C=C1)C1=NOC(=N1)C(F)(F)F 3-[4-[[methyl(prop-2-ynylsulfamoyl)amino]methyl]phenyl]-5-(trifluoromethyl)-1,2,4-oxadiazole